ClC1=C(C#N)C=CC(=C1)N1[C@H](CN([C@@H](C1)C)C(C1=CN=C(C=C1)OCCCCN1CCC(CC1)N1C=CC=2C1=CN=CC2N2C(NC(CC2)=O)=O)=O)C 2-chloro-4-((2S,5R)-4-(6-(4-(4-(4-(2,4-dioxotetrahydropyrimidin-1(2H)-yl)-1H-pyrrolo[2,3-c]pyridin-1-yl)piperidin-1-yl)butoxy)nicotinoyl)-2,5-dimethylpiperazin-1-yl)benzonitrile